(1R,4R)-4-(3-Chloroanilino)-5'-fluoro-2'-[(2R)-3-{[(5R,8R)-8-hydroxy-5-methyl-5,6,7,8-tetrahydroquinolin-4-yl]Oxy}-2-methylpropyl]Spiro[cyclohexane-1,1'-indene]-4-formic acid ClC=1C=C(NC2(CCC3(C(=CC4=CC(=CC=C34)F)C[C@H](COC3=CC=NC=4[C@@H](CC[C@H](C34)C)O)C)CC2)C(=O)O)C=CC1